tert-Butyl (3-benzylquinolin-6-yl)carbamate C(C1=CC=CC=C1)C=1C=NC2=CC=C(C=C2C1)NC(OC(C)(C)C)=O